FC1=CC=C(C=C1)C1=CC(=C(C=C1OC)C(C)C)OC=1C(=NC(=NC1)N)N 5-(4'-Fluoro-4-isopropyl-6-methoxy-biphenyl-3-yloxy)-pyrimidine-2,4-diamine